3-Chloro-6-[(2R,5R)-2,5-dimethylmorpholine-4-carbonyl]-8-ethyl-pyrido[2,3-c]pyridazin-5-one ClC1=CC2=C(N=N1)N(C=C(C2=O)C(=O)N2C[C@H](OC[C@H]2C)C)CC